FC(C1=CC=C(C=C1)C1(CC1)C=1N=C(OC1)CC(C(=O)O)=C)(F)F 2-((4-(1-(4-(trifluoromethyl)phenyl)cyclopropyl)oxazol-2-yl)methyl)acrylic acid